COC=1C=C(CBr)C=C(C1OC)OC 3,4,5-trimethoxybenzyl bromide